C(#N)CN1N=C2C(N(C(C(=C2N2[C@H](CN([C@@H](C2)CC)C(C)C=2C=C3N=CC=NC3=CC2)C)C#N)=O)C)=C1 (cyanomethyl)-7-((2S,5R)-5-ethyl-2-methyl-4-(1-(quinoxalin-6-yl)ethyl)piperazin-1-yl)-4-methyl-5-oxo-4,5-dihydro-2H-pyrazolo[4,3-B]pyridine-6-carbonitrile